6,7-dihydro-1,1,2,3,3-penta-methyl-4(5H)-indanone CC1(C(C(C=2C(CCCC12)=O)(C)C)C)C